C1(CC1)OC1=C(C=C(C(=C1)[C@@H]1[C@H](C1)C(F)(F)F)F)N1C(C=CC2=CC(=CC=C12)S(=O)(=O)OC1=C(C(=C(C(=C1F)F)F)F)F)=O perfluorophenyl 1-(2-cyclopropoxy-5-fluoro-4-((1S,2S)-2-(trifluoromethyl) cyclopropyl)phenyl)-2-oxo-1,2-dihydroquinoline-6-sulfonate